CC1(/C(/CC(OC1)=O)=C/C1=CC=C(C=C1)C)C (E)-5,5-dimethyl-4-(4-methylbenzylidene)tetrahydro-2H-pyran-2-one